C(C)(=O)N[C@@H](C)C(=O)O N-ACETYLALANINE